N-[2-({4-[3-(4-fluorophenyl)-1H-pyrrolo[3,2-b]pyridin-2-yl]pyridin-3-yl}oxy)ethyl]prop-2-enamide FC1=CC=C(C=C1)C1=C(NC=2C1=NC=CC2)C2=C(C=NC=C2)OCCNC(C=C)=O